CN1[C@@H](CCC1=O)C(=O)NC1=CC(=CC=2CCOC21)O[C@@H]2CC[C@@H](CC2)C(F)(F)F (S)-1-methyl-5-oxo-N-(5-(((cis)-4-(trifluoromethyl)cyclohexyl)oxy)-2,3-dihydrobenzofuran-7-yl)pyrrolidine-2-carboxamide